boc-hexahydro-1,4-diazepine C(=O)(OC(C)(C)C)N1CCNCCC1